COC(=O)C1SC=CC1N 3-amino-2,3-dihydrothiophene-2-carboxylic acid methyl ester